4-cyano-N-((1S)-1-((1S,4aS,4bR,6aR,8R,10aS,12aS)-8-hydroxy-8-(methoxymethyl)-12a-methyloctadecahydrochrysen-1-yl)ethyl)benzamide C(#N)C1=CC=C(C(=O)N[C@@H](C)[C@H]2CCC[C@H]3[C@@H]4CC[C@@H]5C[C@](CC[C@@H]5C4CC[C@]23C)(COC)O)C=C1